2-ethoxy-2-oxo-1,3,2-dioxaphospholane C(C)OP1(OCCO1)=O